methyl (R)-4-(2-(2,2-difluoroethyl)-3,5-difluorophenyl)-2-(fluoromethyl)-5-oxo-1,4,5,7-tetrahydrofuro[3,4-b]pyridine-3-carboxylate FC(CC1=C(C=C(C=C1F)F)[C@@H]1C2=C(NC(=C1C(=O)OC)CF)COC2=O)F